3-(benzyloxy)-1,8-naphthyridine-2-carboxylic acid C(C1=CC=CC=C1)OC=1C(=NC2=NC=CC=C2C1)C(=O)O